2-(1-(4-((5-(2-chloro-4-phenoxybenzoyl)-7H-pyrrolo[2,3-d]pyrimidin-4-yl)amino)-2-fluorophenyl)piperidin-4-yl)acetaldehyde ClC1=C(C(=O)C2=CNC=3N=CN=C(C32)NC3=CC(=C(C=C3)N3CCC(CC3)CC=O)F)C=CC(=C1)OC1=CC=CC=C1